P(=O)(O)(O)O.C1(CCCC1)[C@@H](CC#N)N1N=CC(=C1)C=1C2=C(N=CN1)NC=C2 (3R)-3-cyclopentyl-3-[4-(7H-pyrrolo[2,3-d]pyrimidin-4-yl)-1H-pyrazol-1-yl]propionitrile phosphate